CC1=C2C(=C3CC[C@@H](NC3=C1)C)N=C(N2C[C@H]2CNCCC2)CC2=CC=CC=C2 methyl-(S)-2-benzyl-7-methyl-3-(((R)-piperidin-3-yl)methyl)-3,7,8,9-tetrahydro-6H-imidazo[4,5-f]quinoline